(1R,3S)-3-(3-{[(3,5-difluorophenyl)acetyl]amino}-1H-pyrazol-5-yl)cyclopentyl (trans-4-hydroxy-4-methylcyclohexyl)carbamate OC1(CCC(CC1)NC(O[C@H]1C[C@H](CC1)C1=CC(=NN1)NC(CC1=CC(=CC(=C1)F)F)=O)=O)C